5-amino-6'-hydroxy-4-(5-methyl-1H-indazol-4-yl)-[2,2'-bipyridine]-6-carboxamide NC=1C(=CC(=NC1C(=O)N)C1=NC(=CC=C1)O)C1=C2C=NNC2=CC=C1C